C(#C)C=1C(=C2C=NC(=NN2C1C(C(F)(F)F)C)N[C@H]1[C@@H](COCC1)O)F (3S,4R)-4-((6-ethynyl-5-fluoro-7-(1,1,1-trifluoropropan-2-yl)pyrrolo[2,1-f][1,2,4]triazin-2-yl)amino)tetrahydro-2H-pyran-3-ol